NC1=C(C=C(N=N1)C1=C(C=CC=C1)O)N1CC2CCC(C1)N2C2=CC(=NC=C2)C#CCN2CC(C2)(C2=CC=CC=C2)CO 2-[6-amino-5-[8-[2-[3-[3-(hydroxymethyl)-3-phenyl-azetidin-1-yl]prop-1-ynyl]-4-pyridyl]-3,8-diazabicyclo[3.2.1]octan-3-yl]pyridazin-3-yl]phenol